C(#N)C1=C2C(=NC=C1OC1=CC(=NC=C1)NC(OCCOC)=O)N=C(N2C)NC2=NN1C(C(CCC1)(F)F)=C2 2-Methoxyethyl (4-((7-cyano-2-((4,4-difluoro-4,5,6,7-tetrahydropyrazolo[1,5-a]pyridin-2-yl)amino)-1-methyl-1H-imidazo[4,5-b]pyridin-6-yl)oxy)pyridin-2-yl)carbamate